CNS(=O)(=O)C1=CC(=CC=C1)NC1=NC2=CC=NC=C2C=2C1=C1N(N2)C=CN=C1 N-methyl-3-(pyrazino[1',2':1,5]pyrazolo[4,3-c][1,6]naphthyridin-6-ylamino)benzenesulfonamide